5-[(5-Methoxypyridin-2-yl)methoxy]-2-(1,3-thiazol-5-yl)-1,3-benzoxazole COC=1C=CC(=NC1)COC=1C=CC2=C(N=C(O2)C2=CN=CS2)C1